(1R,9S)-9-ethyl-5-fluoro-9-hydroxy-1-(2-hydroxyethyl)-1,4-dimethyl-1,2,3,9,12,15-hexahydro-10H,13H-benzo[de]pyrano[3',4':6,7]indolizino[1,2-b]quinoline-10,13-dione C(C)[C@]1(C(OCC=2C(N3CC=4C(=NC=5C=C(C(=C6C5C4[C@@](CC6)(C)CCO)C)F)C3=CC21)=O)=O)O